3-[[2-(2,6-dioxo-3-piperidyl)-1,3-dioxo-isoindolin-4-yl]amino]propanamide O=C1NC(CCC1N1C(C2=CC=CC(=C2C1=O)NCCC(=O)N)=O)=O